FC1=C(C=CC(=C1)[N+](=O)[O-])N1[C@H](COCC1)C (S)-4-(2-fluoro-4-nitrophenyl)-3-methylmorpholine